(1R,2S)-2-methoxycyclohexan COC1CCCCC1